4-bromo-7-chloro-2H-indazole BrC=1C2=CNN=C2C(=CC1)Cl